ClC1=C(C(=CC=C1)C)N1N=CC(=C1CI)C1CC1 1-(2-chloro-6-methylphenyl)-4-cyclopropyl-5-(iodomethyl)-1H-pyrazole